(±)-3-{4-[2-hydroxy-3-(1-methylethylamino)propoxy]phenyl}propanoic acid methyl ester hydrochloride Cl.COC(CCC1=CC=C(C=C1)OC[C@@H](CNC(C)C)O)=O |r|